5-carboxybenzoxazole C(=O)(O)C=1C=CC2=C(N=CO2)C1